C1(CCCCC1)C(COCCCC)(COCCCC)CCC(Br)(F)F 2-cyclohexyl-2-(3,3-difluoro-3-bromo-propyl)-1,3-dibutoxypropane